ClC=1C(=NC(=NC1)NC1=C(C=C(C=C1)N1CCNCC1)C1CC1)NCCCN1CCOCCC1=O 4-(3-((5-chloro-2-((2-cyclopropyl-4-(piperazin-1-yl)phenyl)amino)pyrimidin-4-yl)amino)propyl)-1,4-oxazepan-5-one